N1N=CC=2C=NC=3C=CC=CC3C21 Pyrazolo[4,3-c]quinoline